C(C)(C)C1=C(C(=CC=C1)C(C)C)NCC1=CC=CC(=N1)C1=C(C=CC2=CC=CC=C12)CC1CCC=2C(=CC=CC12)N {[1-(6-{[(2,6-Diisopropylphenyl)amino]methyl}pyridin-2-yl)-2-naphthyl]methyl}indan-4-amine